diisopropylammonium Ammonium [NH4+].C(C)(C)[NH2+]C(C)C